(2S,6R)-2-(1-cyclopropyl-1H-pyrazol-4-yl)-4-(5-(2,4-difluorophenyl)-2,3-dimethylpyrido[3,4-b]pyrazin-7-yl)-6-methylmorpholine C1(CC1)N1N=CC(=C1)[C@H]1CN(C[C@H](O1)C)C1=CC=2C(=NC(=C(N2)C)C)C(=N1)C1=C(C=C(C=C1)F)F